(R)-N-((S)-2-cyano-1-methyl-4,5,6,7-tetrahydro-1H-indol-4-yl)-2-methylpropane-2-sulfonamide C(#N)C=1N(C=2CCC[C@@H](C2C1)NS(=O)(=O)C(C)(C)C)C